Chloro-adenosine Cl[C@@]1([C@H](O)[C@H](O)[C@@H](CO)O1)N1C=NC=2C(N)=NC=NC12